2-phenyl-4(3H)-quinazolinone C1(=CC=CC=C1)C1=NC2=CC=CC=C2C(N1)=O